ClC1=CC=C(OCC2=NN=C(S2)C=2C(=NC(=C(C(=O)N)C2)C2=C(C=CC=C2)OC)C#N)C=C1 (5-((4-chlorophenoxy)methyl)-1,3,4-thiadiazol-2-yl)-6-cyano-2-(2-methoxyphenyl)nicotinamide